5-(4-dimethylaminobenzylidene)rhodanine CN(C1=CC=C(C=C2C(NC(S2)=S)=O)C=C1)C